(E)-3-(3-([1,1'-biphenyl]-3-yl)acryloyl)-4-(4'-fluorophenyl)oxazolidine-2-one C1(=CC(=CC=C1)/C=C/C(=O)N1C(OCC1C1=CC=C(C=C1)F)=O)C1=CC=CC=C1